C(C)(C)(C)OC(CN(CCC1(CC1)C(=O)OCCl)C(=O)OCOP(=O)(OC(C)(C)C)OC(C)(C)C)=O chloromethyl 1-(2-((2-(tert-butoxy)-2-oxoethyl)((((di-tert-butoxyphosphoryl)oxy)methoxy)carbonyl)amino)ethyl)cyclopropane-1-carboxylate